2-((4-(7-((1-cyano-4-oxocyclohexyl)methyl)-2,7-diazaspiro[3.5]nonan-2-yl)pyrimidin-5-yl)oxy)-N-ethyl-5-fluoro-N-isopropylbenzamide C(#N)C1(CCC(CC1)=O)CN1CCC2(CN(C2)C2=NC=NC=C2OC2=C(C(=O)N(C(C)C)CC)C=C(C=C2)F)CC1